Cl.Cl.C([2H])([2H])([2H])N1C2(CCC3=CC(=CN=C13)C1=NC=CC=N1)CNCC2 (methyl-d3)-6'-(pyrimidin-2-yl)-3',4'-dihydro-1'H-spiro[pyrrolidine-3,2'-[1,8]naphthyridine] dihydrochloride